3,4,5-trifluorophenylborane FC=1C=C(C=C(C1F)F)B